(2r,3s,4s,5r)-3-(5-(benzyloxy)-3,4-difluoro-2-methoxyphenyl)-4,5-dimethyl-5-(trifluoromethyl)tetrahydrofuran-2-carboxylic acid C(C1=CC=CC=C1)OC=1C(=C(C(=C(C1)[C@H]1[C@@H](O[C@]([C@H]1C)(C(F)(F)F)C)C(=O)O)OC)F)F